tert-butyl (2-(2-(2-(4-(((3R,4R)-1-(2-cyanoacetyl)-4-methylpiperidin-3-yl)(methyl)amino)-7H-pyrrolo[2,3-d]pyrimidine-7-carboxamido)ethoxy)ethoxy) ethyl)carbamate C(#N)CC(=O)N1C[C@@H]([C@@H](CC1)C)N(C=1C2=C(N=CN1)N(C=C2)C(=O)NCCOCCOCCNC(OC(C)(C)C)=O)C